C(C1=CC=CC=C1)OCC1CCC2(OCCO2)CC1 8-((benzyloxy)methyl)-1,4-dioxaspiro[4.5]decane